ClC1=C(C=C(C=C1N1CC2(CC1)CN(CC2)C2CS(CC2)(=O)=O)C#N)NC2=NC=1N(C(=N2)NC2CC2)N=CC1C#N 2-((2-chloro-5-cyano-3-(7-(1,1-dioxidotetrahydrothiophen-3-yl)-2,7-diazaspiro[4.4]nonan-2-yl)phenyl)amino)-4-(cyclopropylamino)pyrazolo[1,5-a][1,3,5]triazine-8-carbonitrile